FC1=C(C=NNC(N)=N)C(=CC(=C1)Cl)F 2-(2,6-Difluoro-4-chlorobenzylidene)hydrazinecarboximidamide